C1CCC12OCCO2 5,8-dioxaspiro[3.4]octane